CC1=CC2=C(OC3(C=NS2(=O)=O)CC3)N=C1OCCN1CCOCC1 8'-methyl-7'-(2-morpholinoethoxy)-1',1'-dioxidospiro[cyclopropan-1,4'-pyrido[2,3-b][1,4,5]oxathiazepin]